(4-fluorophenyl)-2-oxo-2,5-dihydro-1H-pyrrole-3-carboxylic acid FC1=CC=C(C=C1)N1C(C(=CC1)C(=O)O)=O